2-(4-(3-((4-cyano-2-fluorobenzyl)oxy)-1H-pyrazol-1-yl)-2-fluoro-5-methylphenyl)acetic acid C(#N)C1=CC(=C(COC2=NN(C=C2)C2=CC(=C(C=C2C)CC(=O)O)F)C=C1)F